Diethoxytitanium dibromide [Br-].[Br-].C(C)O[Ti+2]OCC